F[P-](F)(F)(F)(F)F.CN(C(=S)N(C)C)C N,N,N',N'-tetramethylthiourea hexafluorophosphate